CC1=NC=2C=C3C(=CC2C(=N1)NC(C)C1=CC(=CC=C1)C(F)(F)F)NN=C3 6-methyl-N-(1-(3-(trifluoromethyl)phenyl)ethyl)-1H-pyrazolo[3,4-g]quinazoline-8-Amine